(S)-4-((3-methylpiperidin-1-yl)methyl)pyrrolo[4,3,2-de]quinolin-2(1H)-one C[C@@H]1CN(CCC1)CC=1N=C2C=CC=C3C2=C(C1)C(N3)=O